FC1=C(C=CC(=C1)C(C(F)(F)F)(F)F)CO [2-fluoro-4-(1,1,2,2,2-pentafluoroethyl)phenyl]methanol